O1CC(C1)CN1CC(C1)N1N=CC(=C1)C1=NC2=CC=CC=C2N=C1 2-[1-[1-(oxetan-3-ylmethyl)azetidin-3-yl]Pyrazole-4-yl]Quinoxaline